5,7-di-tert-butyl-3-[4-(2-stearyloxyethoxy)phenyl]benzofuran C(C)(C)(C)C=1C=C(C2=C(C(=CO2)C2=CC=C(C=C2)OCCOCCCCCCCCCCCCCCCCCC)C1)C(C)(C)C